C(C)(C)(C)OC(=O)N(C=1OC=C(N1)C(=O)OCC)C1=C(C=C(C(=C1)C)F)C Ethyl 2-((tert-butoxycarbonyl)(4-fluoro-2,5-dimethylphenyl)amino)oxazole-4-carboxylate